CC1OC(CN(C1)C1=CC(=C(C=C1)NC1CC2(C1)CC(C2)N)F)C N2-(4-(2,6-dimethylmorpholino)-2-fluorophenyl)spiro[3.3]heptane-2,6-diamine